2-oxo-2-[(2R,5S)-2-[2-[2-(dimethylamino)ethyl]-1,3-benzothiazol-5-yl]-5-methyl-1-piperidyl]-N-[1-(2-trimethylsilylethoxymethyl)pyrazolo[4,3-c]pyridin-7-yl]acetamide O=C(C(=O)NC=1C2=C(C=NC1)C=NN2COCC[Si](C)(C)C)N2[C@H](CC[C@@H](C2)C)C=2C=CC1=C(N=C(S1)CCN(C)C)C2